C1(=CC=CC=C1)C(=O)[C@](O)([C@@](O)([C@](O)([C@H](O)CO)C1=CC=CC=C1)C1=CC=CC=C1)C1=CC=CC=C1 1,2,3,4-tetraphenylglucose